(S)-2-(1-(2-methoxyethyl)-1H-pyrazol-4-yl)-N-(2-methyl-5-(1-((2-methylpyrrolidin-1-yl)methyl)cyclopropane-carboxamido)pyridin-3-yl)pyrazolo[5,1-b]thiazole-7-carboxamide COCCN1N=CC(=C1)C1=CN2C(S1)=C(C=N2)C(=O)NC=2C(=NC=C(C2)NC(=O)C2(CC2)CN2[C@H](CCC2)C)C